6-cyclopropylpyrazine-2-carboxylate C1(CC1)C1=CN=CC(=N1)C(=O)[O-]